2-(5-bromo-2-hydroxyphenyl)-4(s)-methylimidazole BrC=1C=CC(=C(C1)C=1NC=C(N1)C)O